O1COC2=C1C=CC(=C2)/C=C/C(=O)Cl (E)-3-(1,3-benzodioxol-5-yl)prop-2-enoyl chlorid